1-(6-(p-tolyloxy)pyridin-3-yl)ethanone C1(=CC=C(C=C1)OC1=CC=C(C=N1)C(C)=O)C